6-chloro-3-((1-(5-(4,4-difluoropiperidin-1-yl)-2-methoxyimidazo[1,2-c]quinazolin-7-yl)ethyl)amino)picolinic acid ClC1=CC=C(C(=N1)C(=O)O)NC(C)C1=CC=CC=2C=3N(C(=NC12)N1CCC(CC1)(F)F)C=C(N3)OC